FC1=CC=C2C=C(N(C2=C1)S(=O)(=O)C1=CC=CC=C1)C(=O)O 6-fluoro-1-(phenylsulfonyl)-1H-indole-2-carboxylic acid